3-(difluoromethyl)-2-fluorophenyl-(ethyl)-1-(1-(difluoromethyl)cyclobutyl)-4-((1-methylpiperidin-4-yl)amino)-6-oxo-1,6-dihydropyridine-3-carboxamide FC(C=1C(=C(C=CC1)C1=C(C(=C(N(C1=O)C1(CCC1)C(F)F)CC)C(=O)N)NC1CCN(CC1)C)F)F